ClC=1C=C2C(=NC=NC2=CC1C1=C2C=NNC2=CC=C1)N1CCN(CC1)C(C=C)=O 1-(4-(6-chloro-7-(1H-indazol-4-yl)quinazolin-4-yl)piperazin-1-yl)prop-2-en-1-one